CC=1N=NC=C(C1[C@H](C)OC=1C=C2C(=NN(C2=CC1)C1OCCCC1)C1=CC(=NC(=C1)C)C#N)C 4-[5-[(1S)-1-(3,5-Dimethylpyridazin-4-yl)ethoxy]-1-tetrahydropyran-2-yl-indazol-3-yl]-6-methyl-pyridine-2-carbonitrile